2-(((tert-butyldimethylsilyl)oxy)methyl)pyridin-4-amine [Si](C)(C)(C(C)(C)C)OCC1=NC=CC(=C1)N